C(CC)OC(C(=C)COCC(C(=O)OCCC)=C)=O di(n-propyl)-2,2'-[oxybis(methylene)]bis-2-propenoate